(+)-1-(1-(3-amino-4-fluorophenyl)-3-cyclopropyl-propyl)piperidin-2-one NC=1C=C(C=CC1F)C(CCC1CC1)N1C(CCCC1)=O